C\C(=C/CC[C@@]1(OC2=C(C(=C(C(=C2CC1)C)O)C)C)C)\CCC=C(C)C (S,E)-2-(4,8-dimethylnona-3,7-dien-1-yl)-2,5,7,8-tetramethylchroman-6-ol